COC=1C=C(C=CC1)C=1N=C(N2C1C=CC=C2)C2CN(CCC2)C(=O)OC(C)(C)C tert-butyl 3-(1-(3-methoxyphenyl) imidazo[1,5-a]pyridin-3-yl)piperidine-1-carboxylate